CN(CCOC=1N=C(C2=C(N1)CN(CC2)C2=C(C=CC=C2)C(F)(F)F)N2CC(NCC2)CC#N)C 2-[4-[2-[2-(dimethylamino)ethoxy]-7-[2-(trifluoromethyl)phenyl]-6,8-dihydro-5H-pyrido[3,4-d]pyrimidin-4-yl]piperazin-2-yl]acetonitrile